ethyl 2-(4-((6,7-dimethoxyquinazolin-4-yl) oxy) phenyl)-2-oxoacetate COC=1C=C2C(=NC=NC2=CC1OC)OC1=CC=C(C=C1)C(C(=O)OCC)=O